SC1=C(O)C=CC(=C1)O 2-sulfhydryl-hydroquinone